C(C)(C)(C)OC(N(C1=NC=C(N=C1C1=CC(=NO1)C1=CCC(C=C1)=CNC(=O)OC1=CC=CC=C1)C1=CC=C(C=C1)S(=O)(=O)C(C)C)C(=O)OC(C)(C)C)=O tert-butyl(tert-butoxycarbonyl)(5-(4-(isopropylsulfonyl)phenyl)-3-(3-(4-(((phenoxycarbonyl)amino)methylene)benzeneyl)isoxazol-5-yl)pyrazin-2-yl)carbamate